2-[4-[(5,6-diphenylpyrazin-2-yl)-prop-2-ylamino]butoxy]-N-methylsulfonylacetamide C1(=CC=CC=C1)C=1N=CC(=NC1C1=CC=CC=C1)N(CCCCOCC(=O)NS(=O)(=O)C)C(C)C